FC(N1N=CC(=C1)C1=NN=C(O1)C(=O)N1[C@@H](C2=C(CC1)NC=N2)C2=NN1C(C=CC=C1C)=C2)F (S)-(5-(1-(difluoromethyl)-1H-pyrazol-4-yl)-1,3,4-oxadiazol-2-yl)(4-(7-methylpyrazolo[1,5-a]pyridin-2-yl)-6,7-dihydro-1H-imidazo[4,5-c]pyridin-5(4H)-yl)methanone